ClC1=C(C=CC(=C1)C)C=1C=C(C2=CN(N=C2C1)CC1=NC=CC=C1)C(=O)O 6-(2-chloro-4-methylphenyl)-2-(pyridin-2-ylmethyl)indazole-4-carboxylic acid